1-[(1S)-3-(3,3-difluoropiperidin-1-yl)-1-{[1-(pyridin-2-yl)-5-[2-(trifluoromethyl)phenyl]-1H-pyrazol-3-yl]formamido}propyl]cyclopropane-1-carboxylic acid FC1(CN(CCC1)CC[C@H](NC(=O)C1=NN(C(=C1)C1=C(C=CC=C1)C(F)(F)F)C1=NC=CC=C1)C1(CC1)C(=O)O)F